N-(5-((2-formylphenyl)ethynyl)-8-(methylamino)-2,7-naphthyridin-3-yl)cyclopropanecarboxamide C(=O)C1=C(C=CC=C1)C#CC1=C2C=C(N=CC2=C(N=C1)NC)NC(=O)C1CC1